COC(=O)C=1C=C2C(=NC1Cl)COC2 2-chloro-5,7-dihydrofuro[3,4-b]Pyridine-3-carboxylic acid methyl ester